NC=1NC(/C(/N1)=C/C1=C(C=C(C(=C1)OC)Br)OC)=O (Z)-2-amino-4-[(4-bromo-2,5-dimethoxyphenyl)methylene]-2-imidazolin-5-one